3-methyl-N-(1-(4-(trifluoromethyl)benzyl)-1H-indazol-3-yl)-1H-pyrrole-2-carboxamide CC1=C(NC=C1)C(=O)NC1=NN(C2=CC=CC=C12)CC1=CC=C(C=C1)C(F)(F)F